C(C#C)(=O)N1C(CCC1)C=1NC(=CN1)C(=O)N 2-(1-propioloylpyrrolidin-2-yl)-1H-imidazole-5-carboxamide